C(C)OC(CCC(=O)C1=NC(=CC(=C1O)C#N)CC1=C(C=C(C=C1)Cl)Cl)=O 4-[4-Cyano-6-(2,4-dichloro-benzyl)-3-hydroxy-pyridin-2-yl]-4-oxo-butyric acid ethyl ester